ClC1=C(C(=O)O)C=C(C=C1)C=1N=NC(=CC1)COC=1C=C2CN(C(C2=CC1)=O)C1CCCC1 2-Chloro-5-{6-[(2-cyclopentyl-1-oxoisoindolin-5-yloxy)methyl]pyridazin-3-yl}benzoic acid